FC1([C@@H](C1)C(=O)N1C=2C=CC(=NC2CCC1)[C@@H](C)NC(C1=CC=C(C=C1)F)=O)F N-[(1R)-1-{5-[(1S)-2,2-Difluorocyclopropan-1-carbonyl]-5,6,7,8-tetrahydro-1,5-naphthyridin-2-yl}ethyl]-4-fluorobenzamid